2-[1-[(2R)-2-(4-bromo-2-methoxyphenyl)-2-(oxan-4-yloxy)ethyl]-5-methyl-6-(1,3-oxazol-2-yl)-2,4-dioxo-1H,2H,3H,4H-thieno[2,3-d]pyrimidin-3-yl]-2-methylpropanoic acid BrC1=CC(=C(C=C1)[C@H](CN1C(N(C(C2=C1SC(=C2C)C=2OC=CN2)=O)C(C(=O)O)(C)C)=O)OC2CCOCC2)OC